tert-butyl 2-(2-bromo-5-fluoro-3-(tetrahydro-2H-pyran-4-yloxy)phenyl)acetate BrC1=C(C=C(C=C1OC1CCOCC1)F)CC(=O)OC(C)(C)C